3a,7a,12a-trihydroxy-5b-cholestane-26-al O[C@H]1C[C@H]2C[C@H]([C@H]3[C@@H]4CC[C@H]([C@@H](CCCC(C=O)C)C)[C@]4([C@H](C[C@@H]3[C@]2(CC1)C)O)C)O